(3S,7aS)-3-(((tert-butyldimethylsilyl)oxy)methyl)-7a-((trityloxy)methyl)hexahydro-1H-pyrrolizine [Si](C)(C)(C(C)(C)C)OC[C@@H]1CC[C@@]2(CCCN12)COC(C1=CC=CC=C1)(C1=CC=CC=C1)C1=CC=CC=C1